2-[4-[3-[1-(5-chloropyrimidin-2-yl)-4-piperidyl]propoxy]-2-fluoro-phenyl]-1-[(3S)-3-[[[2,3-dihydroxy-2-(hydroxymethyl)propyl]amino]methyl]pyrrolidin-1-yl]ethanone ClC=1C=NC(=NC1)N1CCC(CC1)CCCOC1=CC(=C(C=C1)CC(=O)N1C[C@@H](CC1)CNCC(CO)(CO)O)F